bis(p-triethylsilyl-phenyl)methylene(cyclopentadienyl)(2,7-di-tert-butyl-9-fluorenyl)hafnium C(C)[Si](C1=CC=C(C=C1)C(=[Hf](C1C2=CC(=CC=C2C=2C=CC(=CC12)C(C)(C)C)C(C)(C)C)C1C=CC=C1)C1=CC=C(C=C1)[Si](CC)(CC)CC)(CC)CC